O=C1N(C[C@H]2N1CCNC2)C21CC(C2)(C1)CNS(N)(=O)=O (S)-3-oxo-2-(3-((sulfamoylamino)methyl)bicyclo[1.1.1]pentan-1-yl)hexahydroimidazo[1,5-a]pyrazine